C12CN(CC(CC1)N2)C2=NC=NN1C2=CC(=C1)C=1C=NN(C1)C(F)F 4-(3,8-diazabicyclo[3.2.1]octan-3-yl)-6-(1-(difluoromethyl)-1H-pyrazol-4-yl)pyrrolo[2,1-f][1,2,4]triazine